C(C)(C)(C)C1=C(C=CC=C1)O ortho-tertiary butyl-phenol